4-chloro-8-(2,2-dimethyl-propyl)-2-methylsulfanyl-8H-pyrido[2,3-d]Pyrimidin-7-one ClC=1C2=C(N=C(N1)SC)N(C(C=C2)=O)CC(C)(C)C